N1(C=NC=C1)C1=CC=CCN1C1(COC1)C1=CC=C(C=C1)C(F)(F)F 6-(1H-imidazol-1-yl)-N-(3-(4-(trifluoromethyl)phenyl)oxetan-3-yl)pyridine